CN(C)C(=O)C1=C(C=CC(=C1)Br)OC 5-bromo-2-methoxy-N,N-dimethylbenzamide